CN1N=CC2=CC=CC(=C12)NS(=O)(=O)C=1C=NN(C1)C1=NC=CC(=C1)C1OCC1 N-(1-METHYLINDAZOL-7-YL)-1-[4-(OXETAN-2-YL)PYRIDIN-2-YL]PYRAZOLE-4-SULFONAMIDE